3-fluoronaphthalen FC=1C=CC2=CC=CC=C2C1